6-(((2-(1H-tetrazol-5-yl)ethyl)amino)methyl)-3,4-dihydroquinoline N1N=NN=C1CCNCC=1C=C2CCC=NC2=CC1